2-(4,4-difluoroazepan-1-yl)-N-(5-sulfamoyl-3-pyridyl)-5-(trifluoro-methyl)pyridine-3-carboxamide FC1(CCN(CCC1)C1=NC=C(C=C1C(=O)NC=1C=NC=C(C1)S(N)(=O)=O)C(F)(F)F)F